ClC=1C=C2C=NN(C2=CC1C1CC1)C1=CC(=C(C(=C1)OCOC)F)F 5-chloro-6-cyclopropyl-1-(3,4-difluoro-5-(methoxymethoxy)phenyl)-1H-indazole